OCC(NC(CNC(CN(C(CN(C(CN(C(CN(C(CN(C(CN(C(CN(C(CN(C(CN(C(CN(C=O)C)=O)C)=O)C)=O)C)=O)C)=O)C)=O)C)=O)C)=O)C)=O)C)=O)=O)C(NCC)=O 36-hydroxymethyl-2,5,8,11,14,17,20,23,26,29-decamethyl-1,4,7,10,13,16,19,22,25,28,31,34,37-tridecaoxo-2,5,8,11,14,17,20,23,26,29,32,35,38-tridecaazatetracontan